O[C@H](C(=O)O[C@H](CO)C)C (S)-1-hydroxypropan-2-yl (S)-2-hydroxypropanoate